N-carboxymethyl-N,N-dimethyl-1-tetradecyl-ammonium C(=O)(O)C[N+](C)(C)CCCCCCCCCCCCCC